FC(C1=C(C(=NN1C)C(F)(F)F)C[Na])F 5-(difluoromethyl)-1-methyl-3-(trifluoromethyl)-1H-pyrazol-4-yl-methyl-sodium